(1Z)-2-benzyl-6-methoxy-1-(methoxymethylene)-2,3-dihydro-1H-indene C(C1=CC=CC=C1)C1/C(/C2=CC(=CC=C2C1)OC)=C/OC